C1(=CC=CC=C1)C(C#N)(C#N)C#CCCC1=C(C=CC=C1)C(F)(F)F 2-phenyl-2-(4-(2-(trifluoromethyl)phenyl)butynyl)malononitrile